2-chloro-1,6-naphthyridine ClC1=NC2=CC=NC=C2C=C1